5,6-dihydro-2-[[4-[5-(trifluoromethyl)-1,2,4-oxadiazol-3-yl]phenyl]methyl]-cyclopenta[c]pyrrol-4(2H)-one FC(C1=NC(=NO1)C1=CC=C(C=C1)CN1C=C2C(=C1)C(CC2)=O)(F)F